ClC1=C(C(=CC=C1F)Cl)N1N=C(C(=C1)NC1=CC=C(C=C1)C(=O)N1CCOCC1)C(=O)N 1-(2,6-dichloro-3-fluorophenyl)-4-((4-(morpholine-4-carbonyl)phenyl)amino)-1H-pyrazole-3-carboxamide